2,5-dimethyl-2-ethyl-hexanoic acid CC(C(=O)O)(CCC(C)C)CC